3-(5-(4-(1-(4-(4-amino-3-(4-phenoxyphenyl)-1H-pyrazolo[3,4-d]pyrimidin-1-yl)-[1,4'-bipiperidine]-1'-carbonyl)piperidin-4-yl)piperazin-1-yl)-1-oxoisoindolin-2-yl)piperidine-2,6-dione NC1=C2C(=NC=N1)N(N=C2C2=CC=C(C=C2)OC2=CC=CC=C2)C2CCN(CC2)C2CCN(CC2)C(=O)N2CCC(CC2)N2CCN(CC2)C=2C=C1CN(C(C1=CC2)=O)C2C(NC(CC2)=O)=O